CC(C(=O)O[C@@H]1CCC2=C(C=C(C=C12)Cl)S(NC1=C(C(=CC=C1)Br)F)(=O)=O)(C)C (1R)-4-[(3-bromo-2-fluorophenyl) sulfamoyl]-6-chloro-2,3-dihydro-1H-inden-1-yl 2,2-dimethylpropanoate